NC1=CC=CC(=N1)S(=O)(=O)NC(=O)C=1C(=NC(=CC1)[C@@H]1[C@H](C1)COC)N1C(C[C@@H](C1)C)(C)C N-[(6-Amino-2-pyridyl)sulfonyl]-6-[(1S,2S)-2-(methoxymethyl)cyclopropyl]-2-[(4S)-2,2,4-trimethylpyrrolidin-1-yl]pyridin-3-carboxamid